NC1=NC2=CC(=CC=C2C(=C1)N[C@@H]1C[C@H](CC1)O)Br (1S,3S)-3-((2-Amino-7-bromoquinolin-4-yl)amino)cyclopentan-1-ol